(5S,7S)-2-allyl-7-fluoro-5-(2-fluorophenyl)-6,7-dihydro-5H-pyrrolo[1,2-b][1,2,4]triazole C(C=C)C=1N=C2N(N1)[C@@H](C[C@@H]2F)C2=C(C=CC=C2)F